ClC=1C=C(C=C(C1OCCCl)C#N)C(C)(C)C1=CC=C(OCC=2C(=NC(=NC2)NS(=O)(=O)C)N2CCC(CC2)C(OC)OC)C=C1 N-(5-((4-(2-(3-chloro-4-(2-chloroethoxy)-5-cyanophenyl)propan-2-yl)phenoxy)methyl)-4-(4-(dimethoxymethyl)piperidin-1-yl)pyrimidin-2-yl)methanesulfonamide